Cl.N[C@H](C)C1=CC=C(C=C1)C1=C2C=CC(NC2=NC=C1)=O (R)-5-(4-(1-aminoethyl)phenyl)-1,8-naphthyridin-2(1H)-one hydrochloride